1-[6-(2-(2-methyl-4-(4-trifluoromethoxyphenyl)benzyloxy)phenyl)pyridin-2-yl]-5-trifluoromethylpyrazole-4-carboxylic acid CC1=C(COC2=C(C=CC=C2)C2=CC=CC(=N2)N2N=CC(=C2C(F)(F)F)C(=O)O)C=CC(=C1)C1=CC=C(C=C1)OC(F)(F)F